C(C)C1=CC=C(C=C1)CC1=CC2=C(CO[C@]23O[C@@H]([C@H]([C@@H]([C@H]3O)O)O)CO)C=C1 (3s,3'r,4's,5's,6'r)-5-[(4-ethylphenyl)methyl]-6'-(hydroxymethyl)spiro[1H-2-benzofuran-3,2'-oxane]-3',4',5'-triol